2,6-bis(1,3-dioxoisoindolin-2-yl)hexanoic acid O=C1N(C(C2=CC=CC=C12)=O)C(C(=O)O)CCCCN1C(C2=CC=CC=C2C1=O)=O